ClC=1C=C(NC(CC)=O)C=CC1Cl 3',4'-dichloropropionanilide